2'-(8-Fluoro-2-phenylquinolin-7-yl)-5',6'-dihydro-4'H-spiro[cyclobutane-1,7'-pyrazolo[1,5-a]pyrimidine]-3'-carboxamide FC=1C(=CC=C2C=CC(=NC12)C1=CC=CC=C1)C1=NN2C(NCCC23CCC3)=C1C(=O)N